FC1(CC(C1)(C)CN1N=C2C(=CC=CC2=C1C(=O)NC1=CC(=NC=C1)S(=O)(=N)C)F)F 2-((3,3-difluoro-1-methylcyclobutyl)methyl)-7-fluoro-N-(2-(S-methylsulfonimidoyl)pyridin-4-yl)-2H-indazole-3-carboxamide